2-[[5-[3-[[(4S)-1-[(3-aminophenyl)methylsulfonyl]-2,2-dimethyl-4-piperidyl]amino]-2-fluoro-phenyl]-2-tert-butoxycarbonyl-4-chloro-3-thienyl]oxy]acetic acid NC=1C=C(C=CC1)CS(=O)(=O)N1C(C[C@H](CC1)NC=1C(=C(C=CC1)C1=C(C(=C(S1)C(=O)OC(C)(C)C)OCC(=O)O)Cl)F)(C)C